C(C1=CC=CC=C1)NC1=C(C=C(C=C1)[N+](=O)[O-])C N-benzyl-2-methyl-4-nitroaniline